2-chloro-N-(1-isopropylpiperidin-4-yl)-9H-purin-6-amine ClC1=NC(=C2N=CNC2=N1)NC1CCN(CC1)C(C)C